[H+].C1=CN2[C@H]3[C@H]([C@@H]([C@H](O3)CO)O)OC2=NC1=N The molecule is an organic cation resulting from the protonation of one of the nitrogens of ancitabine. It is a conjugate acid of an ancitabine.